FC1(CCN(CC1)C(=O)C=1C=C2C(=NC1)N(N=N2)C=2C=CC(=NC2)C#N)F 5-(6-(4,4-difluoropiperidine-1-carbonyl)-3H-[1,2,3]triazolo[4,5-b]pyridin-3-yl)pyridinecarbonitrile